N1(CCOCC1)C1=CC=C(C=C1)NC=1C=2N(C=C(N1)C=1C=C(C(=O)NC3=CC=C(C(=O)O)C=C3)C=CC1)N=CN2 4-(3-(8-((4-morpholinylphenyl)amino)-[1,2,4]triazolo[1,5-a]pyrazin-6-yl)benzamido)benzoic acid